Tetra-ethylmethylaminoTitanium C(C)[Ti](NC)(CC)(CC)CC